ClC1=C(C=CC(=C1)Cl)C=1CCSC2=C(C1C1=CC=C(C=C1)O[C@@H]1CN(CC1)CCCF)C=CC(=C2)O 4-(2,4-dichlorophenyl)-5-[4-[(3S)-1-(3-fluoropropyl)pyrrolidin-3-yl]oxyphenyl]-2,3-dihydro-1-benzothiepin-8-ol